1-Bromo-2-chloro-1,1,2-trifluoroethan BrC(C(F)Cl)(F)F